CC1=NN(C2=NC=C(C=C21)NS(=O)(=O)C=C)C2=CC=C(C=C2)C(F)(F)F N-(3-methyl-1-(4-(trifluoromethyl)phenyl)-1H-pyrazolo[3,4-b]pyridin-5-yl)ethenesulfonamide